FC1=C(C=C(C=C1)C1=C(N(C(C2=CC=CC=C12)=O)CCC(=O)N)C(C)C)C 3-(4-(4-fluoro-3-methylphenyl)-3-isopropyl-1-oxoisoquinolin-2(1H)-yl)propanamide